C(C(=C)C)(=O)OCCC[Si](O[Si](OC)(OC)OC)(O[Si](OC)(OC)OC)O[Si](OC)(OC)OC 3-methacryloxypropyltri(trimethoxysiloxy)silane